1-methyl-3,5-dinitro-1H-pyridine-2-one CN1C(C(=CC(=C1)[N+](=O)[O-])[N+](=O)[O-])=O